benzoimidazole-5-carboxylic acid (2-carbamoylmethoxy-ethyl)-amide C(N)(=O)COCCNC(=O)C1=CC2=C(N=CN2)C=C1